ClC=1C=C(C(=O)N2CC=3C(=NN4C3C(N(CC4)[C@@H](C)C4=NNC=N4)=O)C[C@H]2C)C=CC1Cl (3R)-2-(3,4-Dichlorobenzoyl)-3-methyl-9-[(1S)-1-(1H-1,2,4-triazol-3-yl)ethyl]-1,2,3,4,8,9-hexa-hydropyrido[4',3':3,4]pyrazolo[1,5-a]pyrazin-10(7H)-one